7-{3-[(1-ethoxypropan-2-yl)carbamoyl]azetidin-1-yl}-5-methyl-4-oxo-1-(1,3-thiazol-2-yl)-1,4-dihydro-1,8-naphthyridine-3-carboxylic acid C(C)OCC(C)NC(=O)C1CN(C1)C1=CC(=C2C(C(=CN(C2=N1)C=1SC=CN1)C(=O)O)=O)C